9-([1,1':3',1''-terphenyl]-5'-yl)-3-bromo-9H-carbazole C1(=CC=CC=C1)C1=CC(=CC(=C1)N1C2=CC=CC=C2C=2C=C(C=CC12)Br)C1=CC=CC=C1